FC(CO)(F)C=1C=C(C=CC1F)[C@@H](C)N[S@](=O)C(C)(C)C |&1:12| (R)-N-((R/S)-1-(3-(1,1-difluoro-2-hydroxyethyl)-4-fluorophenyl)ethyl)-2-methylpropane-2-sulfinamide